COC(=O)C=1SC(=C(C1C)C#N)N=NC=1C(=NC(=C(C1C)C#N)NCCCOC)NCCCOC 4-cyano-5-[[5-cyano-2,6-di[(3-methoxypropyl)amino]-4-methyl-3-pyridyl]azo]-3-methyl-2-thiophenecarboxylic acid methyl ester